2-[(2S,3S)-2-hydroxypent-3-yl]-1,2,4-triazol-3-one O[C@@H](C)[C@H](CC)N1NC=NC1=O